FC1=C(C=CC=C1O)C1=CC=CC(=N1)OC1=CC(=C(C#N)C=C1)O 4-{[6-(2-fluoro-3-hydroxyphenyl)pyridin-2-yl]oxy}-2-hydroxybenzonitrile